Cl.OCC(C)(C1=CC=C(C=C1)OC)C=1N=C(SC1)NC(=O)NC(C)C1=CC=C(C=C1)N1CCNCC1 (4-(1-hydroxy-2-(4-methoxyphenyl)propan-2-yl)thiazol-2-yl)-3-(1-(4-(piperazin-1-yl)phenyl)ethyl)urea hydrochloride